C(=O)O.FC(N1C2=C(C=3C=CC(=CC13)C=1C=C(C(=NC1)N1CC(C1)OC1CCN(CC1)CCCCCOC=1C=C3C(N(C(C3=CC1)=O)C1C(NC(CC1)=O)=O)=O)C(F)(F)F)C=NC=C2)F 5-[5-[4-[1-[5-[5-(Difluoromethyl)pyrido[4,3-b]indol-7-yl]-3-(trifluoromethyl)-2-pyridyl]azetidin-3-yl]oxy-1-piperidyl]pentoxy]-2-(2,6-dioxo-3-piperidyl)isoindoline-1,3-dione formate